BrC=1C=C(C=NC1)NO N-(5-bromopyridin-3-yl)hydroxylamine